isobutylidenebis(4,6-dimethylphenol) C(C(C)C)(C1=C(C(=CC(=C1)C)C)O)C1=C(C(=CC(=C1)C)C)O